[Br-].NC1=NC=NN2C1=C(C=C2Br)C[N+](CC)(CC)CC N-((4-amino-7-bromopyrrolo[2,1-f][1,2,4]triazin-5-yl)methyl)-N,N-diethyl-ethanaminium, bromide salt